2-(6-Hydroxybenzo[d]thiazol-2-yl)-1-thia-3-azaspiro[4.4]non-2-en OC1=CC2=C(N=C(S2)C=2SC3(CN2)CCCC3)C=C1